titanium-barium-strontium [Sr].[Ba].[Ti]